O1COC2=C1C=CC(=C2)\C=C/2\C(NC(=N2)NC2=CC=CC=C2)=O (Z)-5-(benzo[d][1,3]dioxol-5-ylmethylene)-2-(phenylamino)-3,5-dihydro-4H-imidazol-4-one